CS(=O)(=O)C1CCN(CC1)C1=CC=C(C=N1)N1N=C(C2=CC=C(C(=C12)C)C(=O)OC)C=1C2=CN(N=C2C=CC1)C methyl 1-[6-(4-methanesulfonylpiperidin-1-yl)pyridin-3-yl]-2',7-dimethyl-1H,2'H-[3,4'-biindazole]-6-carboxylate